3-{2-[(1s,4s)-4-{[rel-(1R,5S)-7-oxo-9-oxa-2,6-diazaspiro[4.5]decan-1-yl]methoxy}cyclohexyl]phenoxy}butanoic acid O=C1N[C@]2(CCN[C@H]2COC2CCC(CC2)C2=C(OC(CC(=O)O)C)C=CC=C2)COC1 |o1:3,7|